3-(2-{[1-(3-chloro(2-pyridyl))-isopropyl]amino}pyrimidin-5-yl)benzamide ClC=1C(=NC=CC1)C(C)(C)NC1=NC=C(C=N1)C=1C=C(C(=O)N)C=CC1